C(C)(C)(C)OC(=O)N[C@H](C(=O)OCC#N)CC=1SC=C(N1)C=1SC=C(N1)C=1SC=C(N1)C(N)=O cyanomethyl (S)-2-((tert-butoxycarbonyl)amino)-3-(4-carbamoyl-[2,4':2',4''-terthiazol]-2''-yl)propanoate